O[C@H]1C[C@@H](C[C@@H]1N(C=1C2=C(N=CN1)SC(=C2)CC(F)(F)F)C)NC(OCC2=CC=CC=C2)=O Benzyl [(1R,3S,4S)-3-hydroxy-4-{methyl[6-(2,2,2-trifluoroethyl)thieno[2,3-d]pyrimidin-4-yl]amino}cyclopentyl]carbamate